[1-[2-[4-(4-acetylpiperazin-1-yl)phenyl]-3,6-dimethyl-4-oxo-chromen-8-yl]ethylamino]benzoic acid C(C)(=O)N1CCN(CC1)C1=CC=C(C=C1)C=1OC2=C(C=C(C=C2C(C1C)=O)C)C(C)NC1=C(C(=O)O)C=CC=C1